3,7-dihydroxy-8-methoxy-2-(4-((methyl(2-(4-methylpiperazin-1-yl)ethyl)amino)methyl)phenyl)-4H-chromen-4-one trihydrochloride Cl.Cl.Cl.OC1=C(OC2=C(C(=CC=C2C1=O)O)OC)C1=CC=C(C=C1)CN(CCN1CCN(CC1)C)C